CC(CC(=O)O[C@@H](COC(CC(CCCC(CCCC(C)C)C)C)=O)C1OC(C(=C1OC(CC(CCCC(CCCC(C)C)C)C)=O)O)=O)CCCC(CCCC(C)C)C (1S)-1-(4-hydroxy-5-oxo-3-((3,7,11-trimethyldodecanoyl)oxy)-2,5-dihydrofuran-2-yl)ethane-1,2-diyl bis(3,7,11-trimethyldodecanoate)